O=C1N(C=C(C2=C1C=CN2)C(=O)N)C2CCOCC2 4-oxo-5-(tetrahydro-2H-pyran-4-yl)-4,5-dihydro-1H-pyrrolo[3,2-c]pyridine-7-carboxamide